2,4-dimethyl-6-(pyridin-3-yl)-1H-pyrrolo[3,4-c]pyridine-1,3(2H)-dione CN1C(C=2C(=NC(=CC2C1=O)C=1C=NC=CC1)C)=O